tert-butyl (Z)-((2-((1-acetyl-3-oxoindolin-2-ylidene)methyl)-4-(3-(1-methyl-1H-pyrazol-4-yl)phenyl)quinolin-6-yl)methyl)(tetrahydro-2H-pyran-4-yl)carbamate C(C)(=O)N1\C(\C(C2=CC=CC=C12)=O)=C/C1=NC2=CC=C(C=C2C(=C1)C1=CC(=CC=C1)C=1C=NN(C1)C)CN(C(OC(C)(C)C)=O)C1CCOCC1